COC1CN(C1)C1=CC=CC(=N1)O 6-(3-methoxyazetidin-1-yl)pyridin-2-ol